Chlorophenylallyl-[1,3-bis(diisopropylphenyl)-2-imidazolidinylidene]Palladium (II) ClC(=CC[Pd-]=C1N(CCN1C1=C(C(=CC=C1)C(C)C)C(C)C)C1=C(C(=CC=C1)C(C)C)C(C)C)C1=CC=CC=C1